FC(C(=O)O)(F)F.CC([C@H](C)NC(=O)C1=NNC(=C1)C=1C=C(C=CC1)C=1OC(=CN1)C(=O)NC(CC)CC)(C)C (S)-2-(3-(3-((3,3-dimethylbutan-2-yl)carbamoyl)-1H-pyrazol-5-yl)phenyl)-N-(pentan-3-yl)oxazole-5-carboxamide trifluoroacetate